ClC1=NC=C(C=N1)C 2-chloro-5-Methylpyrimidine